7-methyl-8-oxo-8,9-dihydro-7H-purin CN1C(NC2=NC=NC=C12)=O